C(=O)(O)CN1CCN(CCN(CC1)CC(=O)O)C(C(=O)O)=C 2-[4,7-bis(carboxymethyl)-1,4,7-triazonan-1-yl]acrylic acid